nitrogen glutamate N[C@@H](CCC(=O)[O-])C(=O)[O-].[N+3].N[C@@H](CCC(=O)[O-])C(=O)[O-].N[C@@H](CCC(=O)[O-])C(=O)[O-].[N+3]